ClC1=NC=C(C(=C1)C1=C(C=NC(=C1)C)C(=O)NC=1SC(=NN1)C(NC1=C(C=CC=C1)Cl)=O)OC 2'-Chloro-N-{5-[(2-chlorophenyl)carbamoyl]-1,3,4-thiadiazol-2-yl}-5'-methoxy-6-methyl-[4,4'-bipyridine]-3-carboxamide